diaminohydroxybutyric acid NC(C(C(=O)O)O)(C)N